C(=O)(O)C1=C(C=CC(=C1)O)NC(=O)C=1C(=C(C(=O)NC2=C(C(=O)O)C=C(C=C2)O)C=C(C1)O)O 2-(3-(2-carboxy-4-hydroxyphenylaminocarbonyl)-2,5-dihydroxybenzoylamino)-5-hydroxybenzoic acid